C(C)(C)(C)OC(=O)NCC=1OC=C(N1)C(=O)O 2-(((tert-butoxycarbonyl)amino)methyl)oxazole-4-carboxylic acid